(((3-chloro-1-(5-(2-fluoro-4-isopropoxyphenyl)-1,2,4-oxadiazol-3-yl)-1H-indol-5-yl) methyl) amino) propionate C(CC)(=O)ONCC=1C=C2C(=CN(C2=CC1)C1=NOC(=N1)C1=C(C=C(C=C1)OC(C)C)F)Cl